CN[C@@H](COC)C(=O)O methyl-O-methyl-L-serine